Cl[SiH](CN(C(C)C)C(C)C)Cl dichloro(diisopropyl)aminomethylsilane